2-iodo-2-methylmalonic acid-1,3-diethyl ester C(C)OC(C(C(=O)OCC)(C)I)=O